C(#N)C1=C(C=CC=C1)SC=1C=2N(C=C(C1)C=1C=NN(C1)C[C@@H](CO)O)N=CC2C#N (S)-4-((2-cyanophenyl)thio)-6-(1-(2,3-dihydroxypropyl)-1H-pyrazol-4-yl)pyrazolo[1,5-a]pyridine-3-carbonitrile